N-(5-(2-(3,3-dimethylazetidin-1-yl)acetamido)-2-methylpyridin-3-yl)-7-(2-(hydroxymethyl)-1-methyl-1H-imidazol-4-yl)-[1,2,4]triazolo[4,3-a]pyridine-3-carboxamide CC1(CN(C1)CC(=O)NC=1C=C(C(=NC1)C)NC(=O)C1=NN=C2N1C=CC(=C2)C=2N=C(N(C2)C)CO)C